(S)-N-(1-(4-(cyclopropanesulfonamido)pyridin-2-yl)-3-(pyrrolidin-1-yl)propyl)-5-(6-ethoxypyrazin-2-yl)thiazole-2-carboxamide C1(CC1)S(=O)(=O)NC1=CC(=NC=C1)[C@H](CCN1CCCC1)NC(=O)C=1SC(=CN1)C1=NC(=CN=C1)OCC